3-(4-((2-fluorobenzyl)oxy)phenyl)propanol FC1=C(COC2=CC=C(C=C2)CCCO)C=CC=C1